C12(CC3CC(CC(C1)C3)C2)C2=C(N=NN2)N adamantyl-aminotriazole